N\C(=N/C(=N/S(=O)(=O)C1=CC=C(C=C1)C(F)(F)F)/N1N=C(C(CC1)C1=CC=CC=C1)C1=CC=C(C=C1)Cl)\C1=NC=CC=C1 (Z)-N-((Z)-amino(pyridin-2-yl)methylene)-3-(4-chlorophenyl)-4-phenyl-N'-((4-(trifluoromethyl)phenyl)sulfonyl)-5,6-dihydropyridazine-1(4H)-carboximidamide